ClC=1C=C(C=CC1F)NC(N([C@@H](C1=CC=CC=C1)C1=CN=C(C2=CC=CC=C12)OC)CC)=O (S)-3-(3-chloro-4-fluorophenyl)-1-ethyl-1-((1-methoxyisoquinolin-4-yl)(phenyl)methyl)urea